FC1(CN(CC1)C1=CC2=C(CC(O2)(C)C)C=C1NC(=O)C=1C=NN2C1N=CC=C2)F N-(6-(3,3-difluoropyrrolidin-1-yl)-2,2-dimethyl-2,3-dihydrobenzo-furan-5-yl)pyrazolo[1,5-a]pyrimidine-3-carboxamide